C(C)(C)C1=C(C=CC=C1)C1=CC=C(N=N1)CNC(=O)C1=C(C(=O)O)C=CC=C1 2-(((6-(2-isopropyl-phenyl)pyridazin-3-yl)methyl)carbamoyl)benzoic acid